(3R,7S)-2-(3,4-Dichlorobenzoyl)-9-(1-(6-methoxypyridin-3-yl)ethyl)-N,3-dimethyl-10-oxo-1,2,3,4,7,8,9,10-octahydropyrido[4',3':3,4]pyrazolo[1,5-a]pyrazine-7-carboxamide ClC=1C=C(C(=O)N2CC=3C(=NN4C3C(N(C[C@H]4C(=O)NC)C(C)C=4C=NC(=CC4)OC)=O)C[C@H]2C)C=CC1Cl